Ethyl 2-[2-(tert-butoxycarbonylamino)ethyl]-1-oxo-3H-pyrrolo[3,4-c]pyridine-6-carboxylate C(C)(C)(C)OC(=O)NCCN1CC=2C=NC(=CC2C1=O)C(=O)OCC